5-(2-chloroethynyl)-4-[4-(3,8-diazabicyclo[3.2.1]octane-3-yl)-8-fluoro-2-[[1-[(4-Methoxyimino-1-piperidinyl)methyl]cyclopropyl]methoxy]pyrido[4,3-d]pyrimidin-7-yl]-6-fluoro-naphthalene ClC#CC1=C2C(=CC=CC2=CC=C1F)C1=C(C=2N=C(N=C(C2C=N1)N1CC2CCC(C1)N2)OCC2(CC2)CN2CCC(CC2)=NOC)F